(R)-N-(5-(trifluoromethyl)-2,3-dihydro-1H-inden-1-yl)-1,2,4-thiadiazole-5-amine FC(C=1C=C2CC[C@H](C2=CC1)NC1=NC=NS1)(F)F